N-(4-(4-amino-1-(2-hydroxy-2-methyl-cyclopentyl)-7-oxo-6,7-dihydro-1H-pyrrolo[2,3-d]pyridazin-3-yl)benzyl)-5-fluoro-2-methoxybenzamide NC=1C2=C(C(NN1)=O)N(C=C2C2=CC=C(CNC(C1=C(C=CC(=C1)F)OC)=O)C=C2)C2C(CCC2)(C)O